N(=[N+]=[N-])[C@H]([C@@H]1[C@H]([C@]([C@H](SC2=CC=C(C=C2)C)O1)(O)C(C1=CC=CC=C1)=O)OC(C1=CC=CC=C1)=O)C 4-Methylphenyl 5-azido-5,6-dideoxy-2,3-O-dibenzoyl-1-thio-α-L-talofuranoside